NC1=NC(=C(C(=C1)N)C#C[C@@H](C)C=1C=C(C2=C(OCO2)C1)C1=CC=C(C(=O)O)C=C1)CC (S)-4-(6-(4-(2,4-diamino-6-ethylpyridin-5-yl)but-3-yn-2-yl)benzo[D][1,3]dioxol-4-yl)benzoic acid